N-(4-(thiophen-2-yl)benzyl)propanamide S1C(=CC=C1)C1=CC=C(CNC(CC)=O)C=C1